1-((S)-1-(5-fluoropyridin-3-yl)ethyl)-4-oxo-6-((1S,2S)-2-(pyrimidin-2-yl)cyclobutyl)-4,5-dihydro-1H-pyrazolo[3,4-d]pyrimidine-3-carbonitrile FC=1C=C(C=NC1)[C@H](C)N1N=C(C2=C1N=C(NC2=O)[C@@H]2[C@H](CC2)C2=NC=CC=N2)C#N